alanyl-L-phenylalanine methyl ester COC([C@@H](NC([C@@H](N)C)=O)CC1=CC=CC=C1)=O